FC1=C(C=CC(=C1)C=1C=C2C\C(\CC2=CC1)=N/O)O 2-fluoro-4-[(2Z)-2-(hydroxyimino)-2,3-dihydro-1H-inden-5-yl]phenol